1-Benzyloxycarbonyl-4-(2,2,2-trifluoroethyl)piperidine-4-carboxylic acid C(C1=CC=CC=C1)OC(=O)N1CCC(CC1)(C(=O)O)CC(F)(F)F